ClC=1C(=NC(=NC1)NC=1C=NN(C1C)C)N1C=C(C2=CC(=CC=C12)NC(C=C)=O)C N-[1-[5-chloro-2-[(1,5-dimethylpyrazol-4-yl)amino]pyrimidin-4-yl]-3-methyl-indol-5-yl]prop-2-enamide